3,4-dimethyl-benzoate CC=1C=C(C(=O)[O-])C=CC1C